ClC1=NC=C(C(=N1)N1C[C@@H](CC1)CNC(OC(C)(C)C)=O)O tert-butyl (S)-((1-(2-chloro-5-hydroxypyrimidin-4-yl)pyrrolidin-3-yl)methyl)carbamate